1-(3,4-dimethylpyrimido[4',5':4,5]thieno[2,3-c]pyridazin-8-yl)azetidin-3-amine CC1=C(C2=C(N=N1)SC1=C2N=CN=C1N1CC(C1)N)C